tert-butyl 4-(5-bromo-2-hydroxyphenyl)piperidine-1-carboxylate BrC=1C=CC(=C(C1)C1CCN(CC1)C(=O)OC(C)(C)C)O